BrC1=C(\C=C/2\C(CC2)O)C=CC=C1 (E)-2-(2-bromobenzylidene)cyclobutan-1-ol